4-[(Cyclopentylamino)carbonyl]piperazine-1-carboxylic acid benzyl ester C(C1=CC=CC=C1)OC(=O)N1CCN(CC1)C(=O)NC1CCCC1